CN1CC2(C1)CCCCC2 2-methyl-2-azaspiro[3.5]nonan